Br[C@@H](C(=O)O)CC1=NN(C=C1)C (R)-2-bromo-3-(1-methyl-1H-pyrazol-3-yl)propionic acid